P(=O)(OC[C@H]1O[C@@]([C@@H]([C@@H]1O)O)(C#N)C1=CC=C2C(=NC=NN21)N)(OC[C@@H](COCCCCCCCCCCCCCCCCCC)OCC2=C(C=CC=C2)C#N)O ((2R,3S,4R,5R)-5-(4-aminopyrrolo[2,1-f][1,2,4]triazin-7-yl)-5-cyano-3,4-dihydroxytetrahydrofuran-2-yl)methyl ((R)-2-((2-cyanobenzyl)oxy)-3-(octadecyloxy)propyl) hydrogen phosphate